N-[1-[3-chloro-4-(2-methoxyethoxy)benzoyl]-3-methylbutyl]carbamic acid tert-butyl ester C(C)(C)(C)OC(NC(CC(C)C)C(C1=CC(=C(C=C1)OCCOC)Cl)=O)=O